(R)-2-(5-(2-methoxyethoxy)-1,3-dimethyl-1H-indazol-7-yl)-2-(methyl((1S,3S)-3-(4-(5,6,7,8-tetrahydro-1,8-naphthyridin-2-yl)butoxy)cyclopentyl)amino)acetic acid COCCOC=1C=C2C(=NN(C2=C(C1)[C@H](C(=O)O)N([C@@H]1C[C@H](CC1)OCCCCC1=NC=2NCCCC2C=C1)C)C)C